ClC1=CC=C2C=CN(C(C2=C1)=O)C1=CC=C(C=C1)OC 7-chloro-N-p-methoxyphenylisoquinolin-1(2H)-one